n-tetracosyl hexanoate C(CCCCC)(=O)OCCCCCCCCCCCCCCCCCCCCCCCC